[Cl-].[Cl-].[Zr+4].CCCCCC=C hept-6-ene zirconium(IV) dichloride